7-[1-[[4-(2-Aminoethoxy)cyclohexyl]methyl]-4-piperidyl]-4-isoquinolyl-hexahydropyrimidine-2,4-dione NCCOC1CCC(CC1)CN1CCC(CC1)C1=CC=C2C(=CN=CC2=C1)N1C(NC(CC1)=O)=O